COC1=C(C=C(C(=C1OC)OC)OC)CC(C)N 1-(2,3,4,5-tetramethoxy-phenyl)propan-2-amine